manganese (II) tetrakis(4-carboxyphenyl)porphyrin C(=O)(O)C1=CC=C(C=C1)C1=C2C=CC(C(=C3C=CC(=C(C=4C=CC(=C(C5=CC=C1N5)C5=CC=C(C=C5)C(=O)O)N4)C4=CC=C(C=C4)C(=O)O)N3)C3=CC=C(C=C3)C(=O)O)=N2.[Mn+2]